1-[(R)-cyclopropyl(4-pyridyl)methyl]-3-[(3S)-4,4-difluorotetrahydrofuran-3-yl]-1-methyl-urea C1(CC1)[C@@H](N(C(=O)N[C@H]1COCC1(F)F)C)C1=CC=NC=C1